C(#N)C=1C(=C(C=CC1)[C@@H](C)NC1=NC(=NC2=CC(=C(C=C12)N1CCC(CC1)C(=O)N(C)C)OC)C)C (R)-1-(4-((1-(3-cyano-2-methylphenyl)ethyl)amino)-7-methoxy-2-methylquinazolin-6-yl)-N,N-Dimethylpiperidine-4-amide